C=NO methane-1-one oxime